CC1=NC(=CC=C1S(=O)(=O)N1CC2(C1)CNC2)C(F)(F)F 2-((2-methyl-6-(trifluoromethyl)pyridin-3-yl)sulfonyl)-2,6-diazaspiro[3.3]heptane